N-(2-{2-[4-amino-2-(2-methoxyethyl)-1H-imidazo[4,5-c]quinolin-1-yl]ethoxy}ethyl)hexadecanamide NC1=NC=2C=CC=CC2C2=C1N=C(N2CCOCCNC(CCCCCCCCCCCCCCC)=O)CCOC